5,6-dihydro-4H-thieno[3,2-d][1]benzazepine-2-carboxamide S1C(=CC=2CCNC3=C(C21)C=CC=C3)C(=O)N